CP(OCCN(CC)CC)(OCCN(CC)CC)=O bis-(2-diethylamino-ethyl) methyl-phosphonate